Methyl (S)-2-((tert-butoxycarbonyl)amino)-4-fluorobutanoate C(C)(C)(C)OC(=O)N[C@H](C(=O)OC)CCF